gadolinium (III) acetate C(C)(=O)[O-].[Gd+3].C(C)(=O)[O-].C(C)(=O)[O-]